7-iodo-N-(2-(oxazol-2-yl)-2-phenylethyl)-2H-benzo[e][1,2,4]thiadiazine-3-carboxamide 1,1-dioxide IC1=CC2=C(N=C(NS2(=O)=O)C(=O)NCC(C2=CC=CC=C2)C=2OC=CN2)C=C1